methylene-(3,4-dimethoxyphenyl) ethyl ketone C(C)C(=O)C1=CC(=C(C=C1)OC=C)OC